lithium triflate (triflate) lithium borate B([O-])([O-])O.[Li+].OS(=O)(=O)C(F)(F)F.OS(=O)(=O)C(F)(F)F.[Li+]